Tert-Butyl (R)-4-(3-amino-3,4-dihydro-2H-pyrano[3,2-c]pyridin-7-yl)piperazine-1-carboxylate N[C@@H]1CC=2C=NC(=CC2OC1)N1CCN(CC1)C(=O)OC(C)(C)C